ethyl 2-(4-(4-methylpyridin-3-yl)-6-((4-(trifluoromethoxy) pyridin-2-yl) amino) pyrimidin-2-yl)-2-azaspiro[4.5]decane-7-carboxylate CC1=C(C=NC=C1)C1=NC(=NC(=C1)NC1=NC=CC(=C1)OC(F)(F)F)N1CC2(CC1)CC(CCC2)C(=O)OCC